BrC1=C(C=C(C(=N1)C1=CN=C2N1N=C(C(=C2)OC([2H])([2H])[2H])C2CC2)F)F 3-(6-bromo-3,5-difluoropyridin-2-yl)-6-cyclopropyl-7-(methoxy-d3)imidazo[1,2-b]pyridazine